FC1=C(C(=O)NC2=C(C(=CC(=C2)F)C=2C3=C(N=CN2)NC(=C3)C3=CC=C(C=C3)CN3CCNCC3)C)C=CC(=C1)C(C)(C)O 2-fluoro-N-(5-fluoro-2-methyl-3-(6-(4-(piperazin-1-ylmethyl)phenyl)-7H-pyrrolo[2,3-d]pyrimidin-4-yl)phenyl)-4-(2-hydroxypropan-2-yl)benzamide